[N].N[C@@H]([C@H](O)C)C(=O)O L-threonine nitrogen